C(C)(C)(C)OC(=O)N1CCN(CC1)CCC[C@H](C(C)C)N1CC(C1)C=1C=C(C=2N(C1)C(=NC2)C)C2=C(C=C(C=C2)F)C(N(C(C)C)CC)=O 4-[(4R)-4-[3-(8-{2-[ethyl(isopropyl)carbamoyl]-4-fluorophenyl}-3-methylimidazo[1,5-a]pyridin-6-yl)azetidin-1-yl]-5-methylhexyl]piperazine-1-carboxylic acid tert-butyl ester